FC1=C(C=C2C=NN(C2=C1)C1=CC=NC=C1)C(=O)O 6-fluoro-1-(pyridin-4-yl)indazole-5-carboxylic acid